COC=1C=C(C(=O)OC2CN(C2)C=2N=C(C3=C(N2)CC[S+]3[O-])N(C3CCOCC3)C)C=CC1 [1-[4-[methyl(tetra-hydropyran-4-yl)amino]-5-oxido-6,7-dihydro-thieno[3,2-d]pyrimidin-5-ium-2-yl]azetidin-3-yl] 3-methoxybenzoate